3-(3,7-dimethylocta-2,6-dien-1-yl)-2,4-dihydroxy-6-pentylbenzenesulfonamide CC(=CCC=1C(=C(C(=CC1O)CCCCC)S(=O)(=O)N)O)CCC=C(C)C